CS(=O)(=O)O[C@@H]1[C@H](O[C@H]([C@@H]1O[Si](C)(C)C(C)(C)C)N1C(N=C(C=C1)NC(C1=CC=CC=C1)=O)=O)CO[Si](C)(C)C(C)(C)C (2R,3R,4R,5R)-5-(4-benzamido-2-oxopyrimidin-1(2H)-yl)-4-((tert-butyldimethylsilyl)oxy)-2-(((tert-butyldimethylsilyl)oxy)methyl)tetrahydrofuran-3-yl methanesulfonate